ClC=1N=C(C=2N(C=3C=C(C=CC3C2N1)OC)CC1=CC=C(C=C1)OC)C1=CC=CO1 5-(2-chloro-7-methoxy-5-(4-methoxybenzyl)-5H-pyrimido[5,4-b]indol-4-yl)furan